C(C)(=O)N1C(C(C2=CC=CC=C12)=O)=CC1=C(OCC(=O)N)C=CC=C1 2-(2-((1-acetyl-3-oxoindolin-2-ylidene)methyl)-phenoxy)acetamide